1-{[6-(Cyclohexylmethyl)-1-methyl-3,4-dihydro-2-naphthalenyl]methyl}-3-azetidinecarboxylic acid C1(CCCCC1)CC=1C=C2CCC(=C(C2=CC1)C)CN1CC(C1)C(=O)O